N-[3-[6-(difluoromethoxy)-3-oxo-4H-1,4-benzothiazin-7-yl]-1-[2-(methylamino)ethyl]pyrazol-4-yl]pyrazolo[1,5-a]pyrimidine-3-carboxamide FC(OC=1C(=CC2=C(NC(CS2)=O)C1)C1=NN(C=C1NC(=O)C=1C=NN2C1N=CC=C2)CCNC)F